FC(C1=NN(C=C1NC(=O)C=1C=NN2C1N=CC=C2)C2CCC(CC2)CC=O)F N-(3-(difluoromethyl)-1-((1R,4R)-4-(2-oxoethyl)cyclohexyl)-1H-pyrazol-4-yl)pyrazolo[1,5-a]pyrimidine-3-carboxamide